C(C)(C)(C)NS(=O)(=O)C1=NN(C=C1F)C(C)(F)F N-tert-butyl-1-(1,1-difluoroethyl)-4-fluoropyrazole-3-sulfonamide